C1(CC1)C=1C(=C2C(C(N(C2=C(C1)F)C1C(N(CC1)CC(CC(=O)O)C)=O)=O)(C)C)F 4-(3-(5-cyclopropyl-4,7-difluoro-3,3-dimethyl-2-oxoindolin-1-yl)-2-oxopyrrolidin-1-yl)-3-methylbutanoic acid